N1(CCCC1)S(=O)(=O)C=1C=C(C(=O)O)C=CC1 3-(pyrrolidin-1-ylsulfonyl)benzoic acid